O1C=C(C2=C1C=CC=C2)C(CN2C(CN(CC2)C(=O)C=2C=C(CC1=NNC(C3=CC=CC=C13)=O)C=CC2F)C)=O 4-(3-(4-(2-(benzofuran-3-yl)-2-oxoethyl)-3-methylpiperazine-1-carbonyl)-4-fluorobenzyl)phthalazin-1(2H)-one